(R)-2-(1-(2-(1,3,4-thiadiazol-2-yl)-2-azaspiro[3.4]oct-6-yl)piperidin-4-yl)phenol S1C(=NN=C1)N1CC2(C1)C[C@@H](CC2)N2CCC(CC2)C2=C(C=CC=C2)O